SC(CC(=O)OCCCCCCOC(CC(C)S)=O)C 1,6-hexanediol bis(3-mercaptobutyrate)